C(C(CCC)CCC)(=O)[O-].C(C(CCC)CCC)(=O)[O-].[Ca+2].C(C=1C(C(=O)O)=CC=CC1)(=O)N[C@@H](CCC(=O)O)C(=O)O N-phthaloyl-glutamic acid calcium divalproate